5-chloro-1'-[2-({7-oxo-8-[(cis)-3-hydroxy-3-methylcyclobutyl]-7,8-dihydro-1,8-naphthyridin-3-yl}oxy)ethyl]-1,2-dihydrospiro[indole-3,4'-piperidin]-2-one ClC=1C=C2C(=CC1)NC(C21CCN(CC1)CCOC=1C=NC=2N(C(C=CC2C1)=O)C1CC(C1)(C)O)=O